(Z)-3-(tributylstannyl)prop-2-en C(CCC)[Sn](\C=C/C)(CCCC)CCCC